NC1=C(C2=C(S1)C=CC=C2Br)C#N 2-amino-4-bromobenzo[b]thiophene-3-nitrile